(2-((2-hydroxyethyl) (methyl) amino) ethyl) carbamate C(N)(OCCN(C)CCO)=O